C1(CC1)N1CCN(CC1)C=1C=CC(=C(C(=O)N[C@H](C)C2=CC=CC3=CC=CC=C23)C1)C 5-(4-Cyclopropylpiperazin-1-yl)-2-methyl-N-[(1R)-1-(1-naphthyl)ethyl]benzamide